C(C1=CC=CC=C1)OC(=O)N1C[C@@H]2C(C([C@H](C1)C2)O)O (1R,5S)-6,7-dihydroxy-3-azabicyclo[3.2.1]octane-3-carboxylic acid benzyl ester